ClC=1C=CC=2N=CN=C(C2N1)N1CCS(CC1)(=O)=O 4-(6-chloropyrido[3,2-d]pyrimidin-4-yl)thiomorpholine 1,1-dioxide